FC1=CC=C2C(CCC3(C2=C1)CC3)=O 7'-fluoro-2',3'-Dihydro-4'H-spiro[cyclopropane-1,1'-naphthalene]-4'-one